ClC1=C(C=CC2=C1NC(=N2)C(=O)N2[C@@H](C=1C=CC=NC1CC2)C)F (R)-(7-Chloro-6-fluoro-1H-benzo[d]imidazol-2-yl)(5-methyl-7,8-dihydro-1,6-naphthyridin-6(5H)-yl)methanone